O=C1NC(CCC1N(C=1C=C(C=CC1)C=1CCN(CC1)C(=O)OC(C)(C)C)C)=O tert-butyl 4-[3-[(2,6-dioxo-3-piperidyl)-methyl-amino]phenyl]-3,6-dihydro-2H-pyridine-1-carboxylate